C(C)(C)(C)OC(=O)NCC[C@H](C(=O)OC)OC methyl (R)-4-((tert-butyloxycarbonyl)amino)-2-methoxybutyrate